C[C@@H]1O[C@@H](CN(C1)C1=CC=CC(=N1)C1=NC2=CC(=NC=C2C=C1)CNC(=O)C1=CC2=C(CCNCC2)C=C1)C N-((2-(6-((cis)-2,6-dimethylmorpholino)pyridin-2-yl)-1,6-naphthyridin-7-yl)methyl)-2,3,4,5-tetrahydro-1H-benzo[d]azepine-7-carboxamide